C(C)(C)(C)OC(=O)N1CC(C1)C12CC(C1)(C2)C=2OC(=NN2)CC(C)(C)C 3-[3-(5-neopentyl-1,3,4-oxadiazol-2-yl)-1-bicyclo[1.1.1]pentanyl]azetidine-1-carboxylic acid tert-butyl ester